[Cl-].ClC1=CC=C(C=C1)C(OCC[N+]1(CCCCC1)COC(=O)NCC(CNC(=O)OC(C)(C)C)C)C1=CC=CC=C1 1-[2-[(4-chlorophenyl)phenyl-methoxy]ethyl]-1-[[[[[3-[[(1,1-dimethylethoxy)carbonyl]amino]-2-methylpropyl]amino]carbonyl]oxy]methyl]piperidinium chloride